N1-(2-(4-methoxyphenyl)quinolin-4-yl)-N3-methyl-N3-(3-(piperidin-1-yl)propyl)propane-1,3-diamine COC1=CC=C(C=C1)C1=NC2=CC=CC=C2C(=C1)NCCCN(CCCN1CCCCC1)C